C[C@H]1COC2=C(CN1C(=O)[C@@H]1COCCC1)C=CC(=C2)C(=O)OC Methyl (S)-3-methyl-4-((S)-tetrahydro-2H-pyran-3-carbonyl)-2,3,4,5-tetrahydrobenzo[f][1,4]oxazepine-8-carboxylate